5-(4-cyclopropyl-1H-imidazol-1-yl)-2-fluorothiophene-3-carboxylic acid C1(CC1)C=1N=CN(C1)C1=CC(=C(S1)F)C(=O)O